(S)-2-amino-3-(5-(methoxymethyl)-1,2,4-oxadiazol-3-yl)propanoic acid N[C@H](C(=O)O)CC1=NOC(=N1)COC